bismuth antimony-scandium [Sc].[Sb].[Bi]